C(N)(=O)C1N(CCCC1)C1=C(C=C(C(=O)NC2=C(C=C(C=C2)F)CC(=O)OC(C)(C)C)C=C1)NC(=O)C1=NN(C2=CC=CC=C12)CC(F)(F)F tert-butyl 2-(2-(4-(2-carbamoylpiperidin-1-yl)-3-(1-(2,2,2-trifluoroethyl)-1H-indazole-3-carboxamido) benzamido)-5-fluorophenyl)acetate